F[C@H]1[C@@H](CN(C1)CC=1C=NC2=CC=C(C=C2C1C(C)C)C1=NC(=NC=C1F)N[C@H]1[C@@H](COCC1)O)O (3R,4R)-4-fluoro-1-((6-(5-fluoro-2-(((3S,4R)-3-hydroxytetrahydro-2H-pyran-4-yl)amino)pyrimidin-4-yl)-4-isopropylquinolin-3-yl)methyl)pyrrolidin-3-ol